[C@H]1(C[C@]2(CC1)C=1OC=C(COC3=CC=CC=C3C=3C=CC=C(C2)N3)N1)NS(=O)(=O)C N-[(1'S,14S)-spiro[8,12-dioxa-20,21-diazatetracyclo[14.3.1.110,13.02,7]henicosa-1(20),2,4,6,10,13(21),16,18-octaene-14,3'-cyclopentane]-1'-yl]methanesulfonamide